BrC1=CC=C(C2=CC=CC=C12)C(C)=O 1-(4-bromonaphthalen-1-yl)ethan-1-one